4-propoxy-N,N-dipentylbutanamide C(CC)OCCCC(=O)N(CCCCC)CCCCC